O1CCN(CC1)C1N(CCCC1)C(=O)OC(C)(C)C tert-butyl morpholinopiperidine-1-carboxylate